1-(4-hydroxyphenyl)-3-(2-methoxyethyl)imidazolidin-2-one OC1=CC=C(C=C1)N1C(N(CC1)CCOC)=O